ethyl 1-(2-(4-bromophenyl) acetyl)-6-isopropylpiperidine-3-carboxylate BrC1=CC=C(C=C1)CC(=O)N1CC(CCC1C(C)C)C(=O)OCC